acrylic acid 8-hydroxyoctyl ester OCCCCCCCCOC(C=C)=O